O=CCCNC(OCC1=CC=CC=C1)=O Benzyl (3-oxopropyl)carbamate